CCCCCCCCCCCCCCCCCCCCCC normal-docosane